2-(6-Chloro-1-(5-chloro-2-(difluoromethoxy)phenyl)-1H-pyrazolo[4,3-c]pyridin-3-yl)acetonitrile ClC1=CC2=C(C=N1)C(=NN2C2=C(C=CC(=C2)Cl)OC(F)F)CC#N